COC=1C=C(C=CC1N1N=C(C=2C=NC(=CC21)C=2C=NN1C2N=CC=C1)C)NC(C1=CC=CC=C1)=O N-(3-methoxy-4-(3-methyl-6-(pyrazolo[1,5-a]pyrimidin-3-yl)-1H-pyrazolo[4,3-c]pyridin-1-yl)phenyl)benzamide